N-(2-(diphenylphosphino)benzyl)-1-(6-methylpyridin-2-yl)methylamine C1(=CC=CC=C1)P(C1=C(CNCC2=NC(=CC=C2)C)C=CC=C1)C1=CC=CC=C1